methyllead chloride C[Pb]Cl